3-fluoro-6-(2-methoxypyridin-4-yl)-2-methylaniline FC=1C(=C(N)C(=CC1)C1=CC(=NC=C1)OC)C